O=C1NC(CCC1N1C(N(C2=C1C=CC(=C2)CCCCCCCN2N=CC(=C2)CC(=O)O)C)=O)=O 2-(1-(7-(1-(2,6-dioxopiperidin-3-yl)-3-methyl-2-oxo-2,3-dihydro-1H-benzo[d]imidazol-5-yl)heptyl)-1H-pyrazol-4-yl)acetic acid